4-(5'-methyl-2'-oxo-1',2'-dihydrospiro[cyclohexane-1,3'-pyrrolo[3,2-b]pyridin]-4-yl)-1,4-diazepan-1-carboxylic acid ethyl ester C(C)OC(=O)N1CCN(CCC1)C1CCC2(C(NC=3C2=NC(=CC3)C)=O)CC1